(R)-2-amino-6-borono-2-(2-(2,3-dihydro-1H-inden-2-ylamino)ethyl)hexanoic acid N[C@](C(=O)O)(CCCCB(O)O)CCNC1CC2=CC=CC=C2C1